2-((6-(2-(4-(cyclopropanecarbonyl)piperazin-1-yl)pyrimidin-5-yl)-2-ethylimidazo[1,2-a]pyridin-3-yl)(methyl)amino)-4-(4-fluorophenyl)thiazole-5-carbonitrile C1(CC1)C(=O)N1CCN(CC1)C1=NC=C(C=N1)C=1C=CC=2N(C1)C(=C(N2)CC)N(C=2SC(=C(N2)C2=CC=C(C=C2)F)C#N)C